C(C1=CC=CC=C1)OC=1C(=NN(C1B1OC(C(O1)(C)C)(C)C)CCC1=CC(=CC=C1)F)C 4-(benzyloxy)-1-(3-fluorophenethyl)-3-methyl-5-(4,4,5,5-tetramethyl-1,3,2-dioxaborolan-2-yl)-1H-pyrazole